2-methyl-6-methylene-7-octen-4-ol CC(C)CC(CC(C=C)=C)O